C(C)(=O)OCCN1C[C@@H](CCC1)NC=1N=NC(=C(C1)C)C1=C(C=C(C=C1)C=O)OCOCC (R)-2-(3-((6-(2-(ethoxymethoxy)-4-formylphenyl)-5-methylpyridazin-3-yl)amino)piperidine-1-yl)ethyl acetate